6-(3-methoxyphenyl)-5,7-dimethyl-2-(5-(trifluoromethyl)pyridin-2-yl)-2,6-dihydro-1H-pyrrolo[3,4-d]pyridazin-1-one COC=1C=C(C=CC1)N1C(=C2C(N(N=CC2=C1C)C1=NC=C(C=C1)C(F)(F)F)=O)C